N[C@@H]1[C@@H](N(CC1(F)F)C(=O)OC(C)(C)C)CC=1C(=C(C=CC1)C1=CC(=CC=C1)F)F tert-butyl (2S,3R)-3-amino-2-[(2,3'-difluoro[1,1'-biphenyl]-3-yl)methyl]-4,4-difluoropyrrolidine-1-carboxylate